S1C=C(C=C1)C[C@H](C)N (S)-1-(thien-3-yl)propan-2-amine